O=C1NC(CCC1N1C(C2=CC=C(C=C2C1=O)N1CCN(CC1)CC(=O)O)=O)=O 2-[4-[2-(2,6-dioxopiperidin-3-yl)-1,3-dioxo-isoindol-5-yl]piperazin-1-yl]acetic acid